F[B-](F)(F)F.N1(N=NC2=C1N=CC=C2)OC(=[N+](C)C)N(C)C O-(7-azabenzotriazol-1-yl)-N,N,N',N'-tetramethyl-uronium tetrafluoroborate